C(#N)C1=CC(=C(C=C1)C1OC2=C(C=CC=C2C(=C1)F)C1CCN(CC1)CC1=NC2=C(N1C[C@H]1OCC1)C=C(C=C2)C(=O)O)OC([2H])([2H])[2H] 2-((4-(2-(4-cyano-2-(methoxy-d3)phenyl)-4-Fluoro-2H-chromen-8-yl)piperidin-1-yl)methyl)-1-(((S)-oxetan-2-yl)methyl)-1H-benzo[d]imidazole-6-carboxylic acid